CC1(C2=CC=CC=C2C=2C=CC(=CC12)NC1=CC=CC=2C3(C4=CC=CC=C4C12)C1=CC=CC=C1C=1C=CC=CC13)C N-(9,9-dimethyl-9H-fluoren-2-yl)-9,9'-spirobi[fluorene]-4-amine